methyl 5-(1-((acetylthio)methyl)cyclopropyl)-2-(3-bromophenyl)-2-methylpentanoate C(C)(=O)SCC1(CC1)CCCC(C(=O)OC)(C)C1=CC(=CC=C1)Br